1,2,3-tris(3-hydroxyphenyl)propane OC=1C=C(C=CC1)CC(CC1=CC(=CC=C1)O)C1=CC(=CC=C1)O